tert-butyl (1S,2R,5R)-3-(cyclopropyl (5-(4-(2-fluoro-6-methoxypyridin-4-yl)-2-(methoxymethoxy) phenyl) pyrazin-2-yl) amino)-2-fluoro-8-azabicyclo[3.2.1]octane-8-carboxylate C1(CC1)N(C1[C@H]([C@@H]2CC[C@H](C1)N2C(=O)OC(C)(C)C)F)C2=NC=C(N=C2)C2=C(C=C(C=C2)C2=CC(=NC(=C2)OC)F)OCOC